C(C)N1NC(C=2C1=NC(=CC2)NC2=NC=C(C(=C2)N[C@H](CO)C2=CC=CC=C2)C=2OC(=NN2)C2=NC=CC=C2)=O (S)-1-ethyl-6-((4-((2-hydroxy-1-phenylethyl)amino)-5-(5-(pyridin-2-yl)-1,3,4-oxadiazol-2-yl)pyridin-2-yl)amino)-1,2-dihydro-3H-pyrazolo[3,4-b]pyridin-3-one